CC(CCC)NCCCCCCCCCCCCN N-(pentan-2-yl)dodecane-1,12-diamine